C(C)(C)(C)OC(C(C)C=1OC(=CC1)N1C(CN(CC1)C(C=C)=O)=O)=O (5-(4-propenoyl-2-piperazinone-1-yl)furan-2-yl)propanoic acid tert-butyl ester